3-(2-oxooxazolidin-3-yl)benzonitrile O=C1OCCN1C=1C=C(C#N)C=CC1